Cl.NC1CCC(CC1)CN1C(\C(\C2=CC(=CC=C12)C=1SC=CN1)=C/C=1NC(=CC1C)C)=O (Z)-1-(((1r,4r)-4-aminocyclohexyl)methyl)-3-((3,5-dimethyl-1H-pyrrol-2-yl)methylene)-5-(thiazol-2-yl)indol-2-one hydrochloride